CNC1CCN(CC1)C(C)=O 1-[4-(methylamino)-1-piperidyl]ethanone